6-((2-(2,6-diazaspiro[3.4]octan-6-yl)-1H-benzo[d]imidazol-1-yl)methyl)nicotinonitrile C1NCC12CN(CC2)C2=NC1=C(N2CC2=NC=C(C#N)C=C2)C=CC=C1